(R)-4-((2-cyanophenyl)thio)-6-(1-(pyrrolidin-3-yl)-1H-pyrazol-4-yl)pyrazolo[1,5-a]pyridine-3-carbonitrile C(#N)C1=C(C=CC=C1)SC=1C=2N(C=C(C1)C=1C=NN(C1)[C@H]1CNCC1)N=CC2C#N